[Cl-].CN1C=[N+](C=C1)C.CN1C=[N+](C=C1)C.[Cl-] bis(1,3-dimethylimidazolium) chloride